C1CC12N(CCOC2)C=2C=C1C(=CN2)N(N=C1)C=1C=C(C(=C(C1)O)F)C(F)(F)F 5-(5-(7-Oxa-4-azaspiro[2.5]octan-4-yl)-1H-pyrazolo[3,4-c]pyridin-1-yl)-2-fluoro-3-(trifluoromethyl)phenol